IC=1C=C2C(=CNC2=CC1)SC#N 5-Iodo-3-thiocyano-1H-indole